4-(3-bromo-4-(2-bromoacetyl)-5-methyl-2-((2-methylthiazol-4-yl)methyl)-1H-pyrrol-1-yl)benzonitrile BrC1=C(N(C(=C1C(CBr)=O)C)C1=CC=C(C#N)C=C1)CC=1N=C(SC1)C